5-[7-({[4-(1,3-dimethyl-1H-pyrazol-4-yl)phenyl]methyl}(methyl)amino)-2,5-dimethylpyrazolo[1,5-a]pyrimidin-3-yl]-N,N,4-trimethylpyridin-2-amine CN1N=C(C(=C1)C1=CC=C(C=C1)CN(C1=CC(=NC=2N1N=C(C2C=2C(=CC(=NC2)N(C)C)C)C)C)C)C